C(C)(C)(C)C1=C(O)C=CC(=C1)O tert-Butylhydroquinon